C(C)N1C(=NC(=C1)C)CC 1,2-diethyl-4-methylimidazole